(S)-N-(6-(5-(difluoromethyl)-1,2,4-oxadiazol-3-yl)-2,3-dihydrobenzofuran-3-yl)-1-methyl-1H-pyrazole-4-carboxamide FC(C1=NC(=NO1)C1=CC2=C([C@@H](CO2)NC(=O)C=2C=NN(C2)C)C=C1)F